4-((5-(3-ethyl-3-hydroxy-2-oxoindolin-1-yl)pyridin-3-yl)methyl)phthalazin C(C)C1(C(N(C2=CC=CC=C12)C=1C=C(C=NC1)CC1=NN=CC2=CC=CC=C12)=O)O